Cl.NC1(CCC1)C(=O)O 1-aminocyclobutane-1-carboxylic acid hydrochloride